C1(=CC=C(C=C1)CN1CCNCCCNCCNCCC1)CN1CCNCCCNCCNCCC1 1,1'-[1,4-phenylene-bis(methylene)]-bis-1,4,8,11-tetraazacyclotetradecane